CN1C=NC=2C(=NC(=CC21)C=2C=C1CN(C(C1=CC2)=O)C2C(NC(CC2)=O)=O)NC 3-{5-[1-methyl-4-(methylamino)-1H-imidazo[4,5-c]pyridin-6-yl]-1-oxo-2,3-dihydro-1H-isoindol-2-yl}piperidine-2,6-dione